O[B-]1([C@H]2C[C@H]2C2=CC=C(C(=C2C1)C(=O)O)OC1CN(C1)C(C[C@H]1CN(CCO1)C)=O)O (2R,4S)-5,5-dihydroxy-9-[(1-{[(2S)-4-methylmorpholin-2-yl]acetyl}azetidin-3-yl)oxy]-5-boranuidatricyclo[5.4.0.02,4]undeca-1(11),7,9-triene-8-carboxylic acid